FC1=C(C#N)C=C(C=C1)NC 2-fluoro-5-(methylamino)benzonitrile